BrC=1C=NC=C(C=O)C1N1CCN(CC1)C 5-bromo-4-(4-methylpiperazin-1-yl)nicotinaldehyde